FC=1C=NC=C(C1C(C(=O)O)(C)C)F 2-(3,5-difluoro-4-pyridyl)-2-methyl-propanoic acid